O[C@]1(C(N(CC1)C)=O)C=1C=NN(C1)C1=NC(=CC=C1)C1=NC(=NC=C1)S(=O)(=O)C (S)-3-hydroxy-1-methyl-3-(1-(6-(2-(methylsulfonyl)pyrimidin-4-yl)pyridin-2-yl)-1H-pyrazol-4-yl)pyrrolidin-2-one